1-(4-((5-benzyl-1-methyl-1H-pyrazole-3-carboxamido)methyl)phenyl)-N-methyl-1H-benzo[d]imidazol-5-carboxamide C(C1=CC=CC=C1)C1=CC(=NN1C)C(=O)NCC1=CC=C(C=C1)N1C=NC2=C1C=CC(=C2)C(=O)NC